CC1=[N+](C=C(C(=C1C)OC)C)[O-] 2,3,5-trimethyl-4-methoxypyridine-N-oxide